NC1=NC(=C2N(C(N(C2=N1)CC1=C(C=CC=C1)F)=O)C)C=1OC=CC1 2-amino-9-((2-fluorophenyl)methyl)-6-(furan-2-yl)-7-methyl-8,9-dihydro-7H-purin-8-one